ClC1=NN(C2=CC(=CC=C12)CO)C (3-Chloro-1-methyl-1H-indazol-6-yl)methanol